3-aminobutyl-(tripropyloxysilane) NC(CC[Si](OCCC)(OCCC)OCCC)C